tert-butyl 8-(5-methoxy-2-(pyridin-4-yl) pyrido[3,4-d]pyrimidin-4-yl)-2,8-diazaspiro[4.5]decane-2-carboxylate COC1=CN=CC=2N=C(N=C(C21)N2CCC1(CCN(C1)C(=O)OC(C)(C)C)CC2)C2=CC=NC=C2